N6-(bicyclononyloxy)carbonyl-lysine C1(CCCCCCCC1)(C1CCCCCCCC1)OC(=O)NCCCC[C@H](N)C(=O)O